3-(3-iodophenyl)-3-methyl-6-((2-methylbut-3-en-2-yl)oxy)hexan-2-ol IC=1C=C(C=CC1)C(C(C)O)(CCCOC(C)(C=C)C)C